(R)-5-(4-(1,3-dioxolan-2-yl)piperidin-1-yl)-N-(2,6-dioxopiperidin-3-yl)pyridinecarboxamide O1C(OCC1)C1CCN(CC1)C=1C=CC(=NC1)C(=O)N[C@H]1C(NC(CC1)=O)=O